[Si].[Mo].[Zr].[Sn].[Ti] titanium-tin-zirconium-molybdenum-silicon